N1N=CC2=NC(=CC=C21)C=2C=C(C=CC2)C2=NOC(=C2)[C@]2(C(N(CC2)C)=O)O (R)-3-(3-(3-(1H-Pyrazolo[4,3-b]pyridin-5-yl)phenyl)isoxazol-5-yl)-3-hydroxy-1-methylpyrrolidin-2-one